C(C)(=O)NC1=CC=C(C(=N1)C(=O)N[C@@H]1[C@H](CCC1)COC1=CC(=C(C=C1)F)F)N1N=CC=N1 6-acetamido-N-[(1S,2S)-2-[(3,4-difluorophenoxy)methyl]cyclopentyl]-3-(triazol-2-yl)pyridine-2-carboxamide